3-hydroxy-naphthalene-1-boronic acid OC=1C=C(C2=CC=CC=C2C1)B(O)O